4,6-difluoroindoline FC1=C2CCNC2=CC(=C1)F